OC[C@H](C1=CC=CC=C1)NC1=NC(=NC=C1C=1OC=NN1)NC1=CC=C2C(=N1)C(NC2=O)C 2-((4-(((S)-2-hydroxy-1-phenylethyl)amino)-5-(1,3,4-oxadiazol-2-yl)pyrimidin-2-yl)amino)-7-methyl-6,7-dihydro-5H-pyrrolo[3,4-b]pyridin-5-one